C(C)C1(C(C(OOOC=2C(C(C=CC2)(CC)F)C)=CC=C1)C)F (3-ethylmethyl-3-fluorophenoxy) ether